CC1=C(C(=C(C1([Hf]C1(C=CC2=CC=3CCCC3C=C12)C)C)C)C)C Pentamethylcyclopentadienyl(1-methyl-1,5,6,7-tetrahydro-s-indacenyl)hafnium